C(C)(C)(C)OC(=O)N1CC(C1)OC1=C(C=CC=C1)C(F)(F)F 3-(2-(trifluoromethyl)phenoxy)azetidine-1-carboxylic acid tert-butyl ester